6-(3-oxopropoxy)-2-azaspiro[3.3]Heptane-2-carboxylic acid tert-butyl ester C(C)(C)(C)OC(=O)N1CC2(C1)CC(C2)OCCC=O